3-(2-((cyclopropylmethoxy)methyl)-5-methylphenyl)-2-iminothiazolidin-4-one C1(CC1)COCC1=C(C=C(C=C1)C)N1C(SCC1=O)=N